2-(3-azabicyclo[3.1.0]hexan-3-yl)-N-(4-(cis-bicyclo[3.1.0]hexan-3-yloxy)-3-fluorophenyl)-5-(2,2,2-trifluoroethyl)oxazole-4-carboxamide C12CN(CC2C1)C=1OC(=C(N1)C(=O)NC1=CC(=C(C=C1)OC1CC2CC2C1)F)CC(F)(F)F